C(CC)(=O)C1=CC=CC=C1 o-propiophenone